methyl 4-(4-fluorophenyl)piperidine-4-carboxylate hydrochloride salt Cl.FC1=CC=C(C=C1)C1(CCNCC1)C(=O)OC